8-(1-Methylazetidin-3-yl)-2-(5-((3-Methylazetidin-3-yl)methoxy)-1H-benzo[d]imidazol-1-yl)quinoline CN1CC(C1)C=1C=CC=C2C=CC(=NC12)N1C=NC2=C1C=CC(=C2)OCC2(CNC2)C